5-(difluoromethyl)-2-pyridinepropionic acid FC(C=1C=CC(=NC1)CCC(=O)O)F